3-methyl-2,6-dioxo-4-(trifluoromethyl)-3,6-dihydropyrimidin CN1C(NC(C=C1C(F)(F)F)=O)=O